(S)-3-(3',5-dimethoxybiphenyl-3-yl)-3-(3-(4-hydroxy-1,6-dimethyl-2-oxo-1,2-dihydropyridin-3-yl)ureido)propionic acid ethyl ester C(C)OC(C[C@H](NC(=O)NC=1C(N(C(=CC1O)C)C)=O)C=1C=C(C=C(C1)OC)C1=CC(=CC=C1)OC)=O